Methyl (3R,6S)-6-methyl-1-(2-(3-nitrophenyl)acetyl)piperidine-3-carboxylate C[C@H]1CC[C@H](CN1C(CC1=CC(=CC=C1)[N+](=O)[O-])=O)C(=O)OC